(1R,6R)-(6-isopropenyl-3-methyl-cyclohex-2-en-1-yl)-5-pentyl-benzene-1,3-diol C(=C)(C)[C@@H]1CCC(=C[C@H]1C1=C(C=C(C=C1O)CCCCC)O)C